C1(CC1)C1=NC=NC(=C1C=1N=C(C2=C(N1)N(C=C2)COCC[Si](C)(C)C)OCC2=CC=C(C=C2)C=2N(C=C(N2)C(F)(F)F)C2CC2)OC 2-[[2-(4-cyclopropyl-6-methoxy-pyrimidin-5-yl)-4-[[4-[1-cyclopropyl-4-(trifluoromethyl)imidazol-2-yl]phenyl]methoxy]pyrrolo[2,3-d]pyrimidin-7-yl]methoxy]ethyl-trimethyl-silane